C(C1=CC=CC=C1)N1C(C1)C1=CC=C(C=C1)Cl 1-benzyl-2-(4-chlorophenyl)aziridine